(2S,3S,4R,5R)-2-((R)-6-fluoro-5-(trifluoromethyl)-1,3-dihydroisobenzofuran-1-yl)-5-(4-methyl-7H-pyrrolo[2,3-d]pyrimidin-7-yl)tetrahydrofuran-3,4-diol FC1=C(C=C2CO[C@H](C2=C1)[C@H]1O[C@H]([C@@H]([C@@H]1O)O)N1C=CC2=C1N=CN=C2C)C(F)(F)F